tert-butyl 6-(4-iodophenyl)-1,6-diazaspiro[3.3]heptane-1-carboxylate IC1=CC=C(C=C1)N1CC2(CCN2C(=O)OC(C)(C)C)C1